3-(2-fluoro-4-(fluoromethoxy)phenoxy)-N-(3-(methylsulfonyl)phenyl)-6-(trifluoromethyl)pyridazine-4-carboxamide FC1=C(OC=2N=NC(=CC2C(=O)NC2=CC(=CC=C2)S(=O)(=O)C)C(F)(F)F)C=CC(=C1)OCF